(1,1-dideuterio-2-fluoro-ethyl)4-methylbenzenesulfonate [2H]C(CF)([2H])OS(=O)(=O)C1=CC=C(C=C1)C